3,3-dimethyl-2,3-dihydrofuro[2,3-b]pyridin-5-amine CC1(COC2=NC=C(C=C21)N)C